NC=1SC(=C(N1)C(C(=O)OCC)(F)F)Cl ethyl 2-(2-amino-5-chloro-1,3-thiazol-4-yl)-2,2-difluoroacetate